COC=1C=C2C(=NC=NC2=CC1OC)N1CCC(CC1)CN[S@](=O)(=N)C (R)-N-((1-(6,7-dimethoxyquinazolin-4-yl)piperidin-4-yl)methyl)methanesulfonimidamide